2-[(3-Fluoro-6-methoxy-5-nitro-2-pyridinyl)oxy]acetonitrile FC=1C(=NC(=C(C1)[N+](=O)[O-])OC)OCC#N